ClC=1C=C(C=C(C1OC1=CC2=CN(N=C2C=C1)C)Cl)N1N=C(C(NC1=O)=O)C#N 2-(3,5-dichloro-4-((2-methyl-2H-indazol-5-yl)oxy)phenyl)-3,5-dioxo-2,3,4,5-tetrahydro-1,2,4-triazine-6-carbonitrile